NC1=C(C=CC(N1C1=CC=C(C=C1)F)=O)SC 6-amino-1-(4-fluorophenyl)-5-(methylthio)-2-oxo-1,2-dihydropyridine